C1(=CC=CC=C1)C(C1=CC=CC=C1)=NC(C#N)CC1=CC2=C(S1)C=C(S2)C2=CC=C1CC(N(C1=C2)CC)=O 2-[(diphenylmethylidene)amino]-3-[5-(1-ethyl-2-oxo-3H-indol-6-yl)thieno[3,2-b]thiophen-2-yl]propanenitrile